6-(3-Ethyl-1-methyl-1H-pyrazol-5-yl)-N4-[3-(2-methylphenoxy)propyl]-2,4-pyrimidinediamine C(C)C1=NN(C(=C1)C1=CC(=NC(=N1)N)NCCCOC1=C(C=CC=C1)C)C